CC(CCN1C[C@@H]2[C@H](C1)CC(C2)OC=2N=NC(=CC2)C2=CC=C(C=C2)C(F)(F)F)(C)C (3aR,5s,6aS)-2-(3,3-dimethylbutyl)-5-[6-[4-(trifluoromethyl)phenyl]pyridazin-3-yl]oxy-3,3a,4,5,6,6a-hexahydro-1H-cyclopenta[c]pyrrole